C(C)OC=1C=C(C=CC1C=1NC(C2=C(N1)NN=N2)=O)N2C[C@H](CC2)C(=O)O (S)-1-(3-ethoxy-4-(7-oxo-6,7-dihydro-3H-[1,2,3]triazolo[4,5-d]pyrimidin-5-yl)phenyl)pyrrolidine-3-carboxylic acid